3-(difluoromethyl)-4-(hydroxymethyl)benzonitrile FC(C=1C=C(C#N)C=CC1CO)F